Cl.CC1=CC=C(CNO)C=C1 N-{4-methylbenzyl}hydroxylamine hydrochloride